C(C#C)C1C(=O)OCCC1 propargylvalerolactone